C(N)(=O)C=1C=NC(=NC1)COC1=CC=CC(=N1)N1CCN(CC1)CC1=NC2=C(N1C[C@H]1OCC1)C=C(C=C2)C(=O)O (S)-2-((4-(6-((5-carbamoylpyrimidin-2-yl)methoxy)pyridin-2-yl)piperazin-1-yl)methyl)-1-(oxetan-2-ylmethyl)-1H-benzo[d]imidazole-6-carboxylic acid